(R,Z)-N-(4-((4-([1,2,4]triazolo[1,5-a]pyridin-7-yloxy)-5-chloro-2-methoxyphenyl)amino)-7-ethoxyquinazolin-6-yl)-2-fluoro-3-(1-methylpyrrolidin-2-yl)acrylamide N=1C=NN2C1C=C(C=C2)OC2=CC(=C(C=C2Cl)NC2=NC=NC1=CC(=C(C=C21)NC(/C(=C/[C@@H]2N(CCC2)C)/F)=O)OCC)OC